5-[(2,6-difluorophenoxy)methyl]oxazole-2(3H)-thione FC1=C(OCC2=CNC(O2)=S)C(=CC=C1)F